2-chloro-6-(4,4-difluoro-1-piperidinyl)-4-methyl-pyridine ClC1=NC(=CC(=C1)C)N1CCC(CC1)(F)F